4-hydroxy-6-(4-methoxyphenyl)-N-(4-methylcyclohexyl)-1-(2-morpholinoethyl)-2-oxo-1,2-dihydro-1,8-naphthyridine-3-carboxamide OC1=C(C(N(C2=NC=C(C=C12)C1=CC=C(C=C1)OC)CCN1CCOCC1)=O)C(=O)NC1CCC(CC1)C